C12CN(CC2C1)C1=NC(=CC(=N1)N)C 3-azabicyclo[3.1.0]hex-3-yl-6-methylpyrimidine-4-amine